[Br].[Cl].FC(N1CN(C=C1)CC)F 1-(difluoromethyl)-3-ethylimidazole chlorine bromine